ethyl (3R)-2-(5-allyl-2-oxo-4-(trifluoromethyl)pyridin-1(2H)-yl)-3-methylpentanoate C(C=C)C=1C(=CC(N(C1)C(C(=O)OCC)[C@@H](CC)C)=O)C(F)(F)F